CC=1N=CC(=NC1)CNC(C1=CC(=CC(=C1)OCC#C)C=1SC(=CN1)C)=O N-[(5-Methylpyrazin-2-yl)methyl]-3-(5-methyl-1,3-thiazol-2-yl)-5-(prop-2-yn-1-yloxy)benzamide